1,2-Dihydropyridine-3-carboxamide N1CC(=CC=C1)C(=O)N